C[C@](N)(CC1=CNC=N1)C(=O)O α-methylhistidine